5-amino-2-[(5-fluoro-2-pyridyl)methyl]-8-(2-hydroxy-6-methyl-4-pyridyl)-7-phenyl-[1,2,4]triazolo[4,3-c]pyrimidin-3-one NC1=NC(=C(C=2N1C(N(N2)CC2=NC=C(C=C2)F)=O)C2=CC(=NC(=C2)C)O)C2=CC=CC=C2